FC1=C(C=C2C=NN(C2=C1)C1=CC(=CC=C1)F)OC1CCNCC1 6-fluoro-1-(3-fluorophenyl)-5-(piperidin-4-yloxy)-1H-indazole